FC1=C(C=CC=O)C(=CC=C1)F 2,6-difluorocinnamaldehyde